ClC=1C=C(C(=C(C1)O)C1=CC=C2C(=N1)N=C(O2)N[C@H]2CN(CCC2)CCCO)C 5-Chloro-2-[2-[[(3R)-1-(3-hydroxypropyl)-3-piperidyl]amino]oxazolo[4,5-b]pyridin-5-yl]-3-methyl-phenol